CC=1C=C2C(C=C(OC2=C(C1)C(C)NC1=C(C(=O)O)C=CC=C1)C1=CC=2N(C=C1)C(=C(N2)C)C=2C=NC=CC2)=O 2-[1-[6-Methyl-2-[2-methyl-3-(3-pyridyl)imidazo[1,2-a]pyridin-7-yl]-4-oxo-chromen-8-yl]ethylamino]benzoic acid